3-methyl-8-azabicyclo[3.2.1]octane-8-carboxylic acid tert-butyl ester C(C)(C)(C)OC(=O)N1C2CC(CC1CC2)C